O[C@H](CNC(=O)C1=CC(=NC=C1)NC=1C=NC=CC1)[C@H]1N(CC2=CC(=CC=C2C1)OCOC)C(=O)OC(C)(C)C tert-butyl (3S)-3-[(1R)-1-hydroxy-2-[[2-(3-pyridylamino)pyridine-4-carbonyl]amino]ethyl]-7-(methoxymethoxy)-3,4-dihydro-1H-isoquinoline-2-carboxylate